C(C)OC(CC(C)OC(C(O)CC(=O)OC(C)CC(=O)OCC)=O)=O Bis-(4-ethoxy-4-oxo-butan-2-yl)-malat